2-{6-[(3R)-(tert-butylamino)pyrrolidin-1-yl]pyridazin-3-yl}-5-(1H-pyrazol-4-yl)pyridin-3-ol C(C)(C)(C)NC1N(CCC1)C1=CC=C(N=N1)C1=NC=C(C=C1O)C=1C=NNC1